2-bromo-5,5,8,8-tetramethyl-5,6,7,8-tetrahydro-naphtho[2,3-b]furan BrC1=CC2=C(O1)C=C1C(CCC(C1=C2)(C)C)(C)C